8-[(2Z)-4-[(tert-butyldiphenylsilyl)oxy]but-2-en-1-yl]-2-[(3-hydroxyphenyl)amino]-6-methyl-5-[2-(triisopropylsilyl)ethynyl]pyrido[2,3-d]pyrimidin-7-one [Si](C1=CC=CC=C1)(C1=CC=CC=C1)(C(C)(C)C)OC\C=C/CN1C(C(=C(C2=C1N=C(N=C2)NC2=CC(=CC=C2)O)C#C[Si](C(C)C)(C(C)C)C(C)C)C)=O